{1-[4-(2-Cyclopropylmethoxy-thiazol-4-yl)-2,6-difluoro-phenyl]-pyrrolidin-3-yl}-acetic acid C1(CC1)COC=1SC=C(N1)C1=CC(=C(C(=C1)F)N1CC(CC1)CC(=O)O)F